ClC1=CC(=NC(=C1)N1[C@@H](CCC1)C)C(=O)OC methyl (R)-4-chloro-6-(2-methylpyrrolidin-1-yl)picolinate